methylphenylpropanediol CC(C(O)(O)C1=CC=CC=C1)C